C1=CC=CC=2C3=CC=CC=C3C(CC12)CC(=O)N1CCCC1 (-)-2-(9,10-Dihydrophenanthren-9-yl)-1-(pyrrolidin-1-yl)ethan-1-one